Cl.ClC1=CC=C(C=C1)C1=CC=C(N1C=1C=NC=CC1C)C1=CC=C(C(=O)NCCN[C@@H]2COCC2)C=C1 4-[5-(4-chlorophenyl)-1-(4-methyl-3-pyridyl)pyrrol-2-yl]-N-[2-[[(3S)-tetrahydrofuran-3-yl]amino]ethyl]-benzamide hydrochloride